2-(5-Bromothiophen-2-yl)propanoic acid BrC1=CC=C(S1)C(C(=O)O)C